CC(C(C(N)(C)C)(C)C)N pentamethyl-1,3-propanediamine